1,2-bis(2-bromophenylthio)ethane tert-butyl-7-nitrospiro[1,3-dihydroisoquinoline-4,1'-cyclopropane]-2-carboxylate C(C)(C)(C)OC(=O)N1CC2=CC(=CC=C2C2(CC2)C1)[N+](=O)[O-].BrC1=C(C=CC=C1)SCCSC1=C(C=CC=C1)Br